2-mercapto-1-methylimidazole gold [Au].SC=1N(C=CN1)C